tert-butyl ((1R,3R)-3-(trifluoromethyl)-8-azaspiro[4.5]decan-1-yl)carbamate FC([C@H]1C[C@H](C2(C1)CCNCC2)NC(OC(C)(C)C)=O)(F)F